FC(C=1N=CC=2N(C1)C(=CN2)C2=NC=CC(=N2)N2C(CC(C2)C)(C)C)(F)F 6-(Trifluoromethyl)-3-(4-(2,2,4-trimethylpyrrolidin-1-yl)pyrimidin-2-yl)imidazo[1,2-a]pyrazine